N1CC(C1)CC(=O)N[C@H]1CN(C[C@H](C1)C)C1=C2C=CC=NC2=C(C=C1)C(F)F 2-(azetidin-3-yl)-N-[(3R,5s)-1-[8-(difluoromethyl)quinolin-5-yl]-5-methylpiperidin-3-yl]Acetamide